acryloxyethylphosphorylcholine C(C=C)(=O)OCCP(=O)=C(O)C[N+](C)(C)C